(tert-butoxycarbonyl)-L-alloisoleucine C(C)(C)(C)OC(=O)N[C@@H]([C@H](C)CC)C(=O)O